NC=1C=2N(C=CN1)C(=NC2C2=CC=C(C(=O)NC1=NC=CC(=C1)C)C=C2)[C@H]2N(CCC2)C(C#CC)=O (S)-4-(8-Amino-3-(1-but-2-ynoylpyrrolidin-2-yl)imidazo[1,5-a]pyrazin-1-yl)-N-(4-methylpyridin-2-yl)benzamide